BrC=1C=C(C=CC1)C1OC2=C(C1)C=C(C=C2)C(F)F 2-(3-bromophenyl)-5-(difluoromethyl)-2,3-dihydrobenzofuran